FC1=CC=C(C=C1)C=1C(C1C1=CC=C(C=C1)F)=O 2,3-bis(4-fluorophenyl)cyclopropenone